BrC=1C=C2C(C=C(OC2=CC1C=O)C(=O)O)=O 6-bromo-7-formyl-4-oxo-4H-chromene-2-carboxylic acid